5-(((1,1-dioxidotetrahydrothiophen-2-yl)methyl)amino)-3-methyl-8-(4-(trifluoromethyl)phenyl)pyrido[4,3-d]pyrimidin-4(3H)-one O=S1(C(CCC1)CNC1=NC=C(C=2N=CN(C(C21)=O)C)C2=CC=C(C=C2)C(F)(F)F)=O